ClC1=C(OC=2C(=CC=C3C[C@H](C(N(C23)C)=O)NC(=O)N)F)C=CC=C1 ((3R)-8-(2-chlorophenoxy)-7-fluoro-1-methyl-2-oxo-1,2,3,4-tetrahydroquinolin-3-yl)urea